hydrogen hydroxide monohydrate Lithium [Li].O.O